mercaptomethylene-bis(trichlorosilyl)coronene SC=C1C=2C(=C(C=3C=CC4=CC=C5C=CC6=CC=C(C1)C=1C2C3C4=C5C16)[Si](Cl)(Cl)Cl)[Si](Cl)(Cl)Cl